3-[[4-[(E)-3-(3-Methoxy-4-prop-2-enoxyphenyl)prop-2-enoyl]phenyl]sulfonylamino]propanoic acid COC=1C=C(C=CC1OCC=C)/C=C/C(=O)C1=CC=C(C=C1)S(=O)(=O)NCCC(=O)O